C1(CC1)O[C@@H]1CC[C@H](CC1)N1C(C2=CC=CC=C2C1=O)=O 2-[trans-4-cyclopropoxycyclohexyl]isoindole-1,3-dione